tert-butyl (1R,3R,5S)-3-[[3-(2,6-dichlorophenyl)-5-methyl-1,2-oxazol-4-yl]carbonyloxy]-8-azabicyclo[3.2.1]octane-8-carboxylate ClC1=C(C(=CC=C1)Cl)C1=NOC(=C1C(=O)OC1C[C@H]2CC[C@@H](C1)N2C(=O)OC(C)(C)C)C